N-(5-Chloro-2,4-difluoro-phenyl)-6-(1,6-diazaspiro[3.3]heptan-6-yl)pyrido[3,2-d]pyrimidin-4-amine ClC=1C(=CC(=C(C1)NC=1C2=C(N=CN1)C=CC(=N2)N2CC1(CCN1)C2)F)F